Cl.N(CC1=CC(=CC2=C1OCCO2)C[C@H](C(=O)O)[C@@H]2CNCC2)(CC2=CC(=CC1=C2OCCO1)C[C@H](C(=O)O)[C@@H]1CNCC1)CC1=CC(=CC2=C1OCCO2)C[C@H](C(=O)O)[C@@H]2CNCC2 (2S,2'S,2''S)-3,3',3''-((nitrilotris(methylene))tris(2,3-dihydrobenzo[b][1,4]dioxin-8,6-diyl))tris(2-((R)-pyrrolidin-3-yl)propanoic acid) hydrochloride